O1C=CC=2C(NC=CC21)=O Furo[3,2-c]pyridin-4(5h)-one